(3S)-N-{4-[6-(1H-pyrazol-4-yl)-1H-indol-3-yl]-5-(trifluoromethyl)pyrimidin-2-yl}azepan-3-amine N1N=CC(=C1)C1=CC=C2C(=CNC2=C1)C1=NC(=NC=C1C(F)(F)F)N[C@@H]1CNCCCC1